FC(C(CCN1CCN(CC1)C)C=1C=CC(=NC1)N1N=CC(=C1)C1=C2C(=NC=C1)NC=N2)(F)F 7-(1-(5-(1,1,1-trifluoro-4-(4-methylpiperazin-1-yl)butan-2-yl)pyridin-2-yl)-1H-pyrazol-4-yl)-3H-imidazo[4,5-b]pyridine